ClC1=C(C(=O)NC=2C=C3C=C(N(C3=CC2)C(C)C)C(=O)OCC)C=C(C=C1)CNC(C(C)C)=O Ethyl 5-(2-chloro-5-(isobutyrylaminomethyl) benzoylamino)-1-isopropyl-1H-indole-2-carboxylate